CC(C(=O)O)(CCCCCO)C 8-oxa-2,2-dimethyloctanoic acid